4-Chloro-2-iodo-1-((2-(trimethylsilyl)ethoxy)methyl)-1H-pyrrole ClC=1C=C(N(C1)COCC[Si](C)(C)C)I